C(C)(C)C1=CC(=CC2=C1N(C(N2C)=O)C)C=2C=CC=C1C=C(N=CC21)C=2C=CC(=NC2)C(=O)O 5-(8-(7-isopropyl-1,3-dimethyl-2-oxo-2,3-dihydro-1H-benzo[d]imidazol-5-yl)isoquinolin-3-yl)picolinic acid